C(C1=CC=CC=C1)N1CCN(CC1)C=1C=NC(=C(C1)C=1N(C2=CC=C(C=C2C1CC(CO)(C)C)Br)CC(F)(F)F)[C@H](C)OC benzyl-(S)-4-(5-(5-bromo-3-(3-hydroxy-2,2-dimethylpropyl)-1-(2,2,2-trifluoroethyl)-1H-indol-2-yl)-6-(1-methoxyethyl)pyridin-3-yl)piperazine